BrC=1C=C(C(=O)O)C=C(C1)C(C)(F)F 3-bromo-5-(1,1-difluoroethyl)benzoic acid